1-(tert-Butyl) 3-ethyl 4-(2-methoxyphenyl)piperidine-1,3-dicarboxylate COC1=C(C=CC=C1)C1C(CN(CC1)C(=O)OC(C)(C)C)C(=O)OCC